N-(4-methoxy-2-nitrophenyl)pyridine-2-amine COC1=CC(=C(C=C1)NC1=NC=CC=C1)[N+](=O)[O-]